tert-butyl (3-(2-(4-(3-cyano-9-ethyl-6,6-dimethyl-11-oxo-6,11-dihydro-5H-benzo[b]carbazol-8-yl)piperazin-1-yl)-2-oxoethoxy)propyl)carbamate C(#N)C1=CC=C2C=3C(C4=C(C(C3NC2=C1)(C)C)C=C(C(=C4)CC)N4CCN(CC4)C(COCCCNC(OC(C)(C)C)=O)=O)=O